N-{2-[4-({[(2S)-1-(3-phenylpropanoyl)pyrrolidin-2-yl]carbonyl}amino)phenyl]-1H-benzimidazol-5-yl}pyrrolidine C1(=CC=CC=C1)CCC(=O)N1[C@@H](CCC1)C(=O)NC1=CC=C(C=C1)C1=NC2=C(N1)C=CC(=C2)N2CCCC2